C(C)(C)(C)OC(=O)N1C2CC2(C[C@H]1C(NC1=NC(=CC=C1)Br)=O)CN1C(C2=CC=CC=C2C1=O)=O (3S)-tert-butyl-3-((6-bromopyridin-2-yl) carbamoyl)-5-((1,3-dioxoisoindolin-2-yl) methyl)-2-azabicyclo[3.1.0]hexane-2-carboxylate